C1(CC1)CCC(CN)NC1=CC=CC=C1 4-cyclopropyl-N'-phenylbutane-1,2-diamine